C1(=CCCCC1)B1OC(C)(C)C(C)(C)O1 1-cyclohexen-1-yl-boronic acid pinacol ester